guanidinium bicarbonate salt C([O-])(O)=O.NC(=[NH2+])N